FC=1C(=CC2=C(N(C=N2)COCC[Si](C)(C)C)C1)NC=1N=NC(=CC1)C 6-fluoro-N-(6-methylpyridazin-3-yl)-1-(2-trimethylsilylethoxymethyl)benzimidazol-5-amine